C[C@@H]1CN(C[C@@H](N1)C)C1=NC=CC(=N1)CNC=1C2=C(N=CC1)NC=C2C=2C=NC=CC2 N-((2-((3R,5S)-3,5-Dimethylpiperazin-1-yl)pyrimidin-4-yl)methyl)-3-(pyridin-3-yl)-1H-pyrrolo[2,3-b]pyridin-4-amine